(S)-2-methylazetidin C[C@@H]1NCC1